N-[5-(7-fluoro-1H-benzimidazol-2-yl)-1H-pyrazol-3-yl]-6-(3-methoxyazetidin-1-yl)pyridine-3-carboxamide FC1=CC=CC2=C1NC(=N2)C2=CC(=NN2)NC(=O)C=2C=NC(=CC2)N2CC(C2)OC